2-trimethylsilylethyl 4-benzyloxybutanoate C(C1=CC=CC=C1)OCCCC(=O)OCC[Si](C)(C)C